C1(CC1)C1=NC2=CC(=C(C=C2C(=N1)N1CCC(CC1)C1=C(C=CC(=C1)F)OC)N(CCO)C)F 2-({2-cyclopropyl-7-fluoro-4-[4-(5-fluoro-2-methoxy-phenyl)-piperidin-1-yl]-quinazolin-6-yl}-methyl-amino)-ethanol